OC(=O)C(F)(F)F.NC1(CN(CC1)CC1=CC=CC=C1)C(=O)O 3-amino-1-benzylpyrrolidine-3-carboxylate TFA salt